ClC1=C(C=C2C(=N1)CCC2)C(=O)NC(COCC2=C(C=CC=C2)C#N)(C)C 2-chloro-N-(1-((2-cyanobenzyl)oxy)-2-methylpropan-2-yl)-6,7-dihydro-5H-cyclopenta[b]pyridine-3-carboxamide